3,5-dioxo-4-((2-(trimethylsilyl)ethoxy)methyl)-2,3,4,5-tetrahydro-1,2,4-triazine-6-carbonitrile O=C1NN=C(C(N1COCC[Si](C)(C)C)=O)C#N